NC1=NC=2C=CC=C(C2C2=C1N=C(N2CC(C)C)COCC)OCCC(C)(O)C 4-((4-amino-2-(ethoxymethyl)-1-isobutyl-1H-imidazo[4,5-c]quinolin-9-yl)oxy)-2-methylbutan-2-ol